(Z)-1-(3-fluorophenyl)-N'-hydroxycyclopropane-1-carboximidamide FC=1C=C(C=CC1)C1(CC1)/C(/N)=N/O